C(#N)C1=CN(C2=CC=C(C=C12)OC1=CC=C(C=C1)NC(=O)C1NC(CC1)=O)CC N-{4-[(3-cyano-1-ethyl-1H-indol-5-yl)oxy]phenyl}-5-oxopyrrolidine-2-carboxamide